1-[2-[[(3R)-1-Ethyl-3-piperidyl]amino]-5-[2-hydroxy-6-methyl-4-(trifluoromethyl)-phenyl]oxazolo[4,5-b]pyridin-7-yl]azetidin-3-ol C(C)N1C[C@@H](CCC1)NC=1OC=2C(=NC(=CC2N2CC(C2)O)C2=C(C=C(C=C2C)C(F)(F)F)O)N1